7-bromo-2-(ethylsulfonyl)-3-(6-(2,2,3,3,3-pentafluoropropoxy)pyridazin-3-yl)pyrazolo[1,5-a]pyrimidine BrC1=CC=NC=2N1N=C(C2C=2N=NC(=CC2)OCC(C(F)(F)F)(F)F)S(=O)(=O)CC